11-(methacryloyloxy)undecane-1,1-dicarboxylic acid C(C(=C)C)(=O)OCCCCCCCCCCC(C(=O)O)C(=O)O